4-[7-(4-cyanopyridin-2-yl)-5-cyclopropyl-7H-pyrrolo[2,3-d]pyrimidin-4-yl]piperazine-1-carboxylic acid tert-butyl ester C(C)(C)(C)OC(=O)N1CCN(CC1)C=1C2=C(N=CN1)N(C=C2C2CC2)C2=NC=CC(=C2)C#N